2-Ethyl 2-[2-[2-(2-methylsulfonyloxyethoxy)ethoxy]ethoxy]acetate CS(=O)(=O)OCCOCCOCCOCC(=O)OCC